3-[3-[tert-butyl-(dimethyl)silyl]oxypropyl]-4-cyano-benzoic acid ethyl ester C(C)OC(C1=CC(=C(C=C1)C#N)CCCO[Si](C)(C)C(C)(C)C)=O